CC(CCN1N=C(C=CC1=O)C=1C=NC(=NC1)OCC(F)(F)F)(C)C 2-(3,3-dimethylbutyl)-6-[2-(2,2,2-trifluoroethoxy)pyrimidin-5-yl]pyridazin-3-one